2,4-Bis(2,4-dimethylphenyl)-6-[2-hydroxy-4-[(octyloxycarbonyl)ethyleneoxy]phenyl]-s-triazine CC1=C(C=CC(=C1)C)C1=NC(=NC(=N1)C1=C(C=C(C=C1)C)C)C1=C(C=C(C=C1)OCCC(=O)OCCCCCCCC)O